CC=1NC(SC1C1=CC=CC2=CC=CC=C12)(C(=O)N)N 4-methyl-5-(1-naphthyl)-2-aminothiazoleamide